ClC1=NC(=CC(=C1)N1C[C@H](O[C@@H](C1)C)C)Cl (2R,6R)-4-(2,6-dichloropyridin-4-yl)-2,6-dimethylmorpholine